COC=1C=2N(N=C(C1)C=1C=C3C(=NC1)C=C(S3)C3CCNC1(CC1)C3)C=C(N2)C 6-(8-Methoxy-2-methylimidazo[1,2-b]pyridazin-6-yl)-2-(4-azaspiro[2.5]octan-7-yl)thieno[3,2-b]pyridine